FC1=C(C=CC(=C1F)OC)C1=CN=C2N1C=CN=C2NC2=CC(=C(C(=O)N(CCC1CCN(CC1)C(=O)OC(C)(C)C)C)C=C2)C tert-Butyl 4-[2-[[4-[[3-(2,3-difluoro-4-methoxy-phenyl)imidazo[1,2-a]pyrazin-8-yl]amino]-2-methyl-benzoyl]-methyl-amino]ethyl]piperidine-1-carboxylate